CN1C[C@@H](CCC1)NC=1N=NC(=C2C1N=CC=C2)C2=C(C=C(C=C2)C(F)(F)F)O 2-(8-{[(3R)-1-methylpiperidin-3-yl]amino}pyrido[2,3-d]Pyridazin-5-yl)-5-(trifluoromethyl)phenol